(3R)-3-amino-5-[(4-chlorophenyl)methyl]-8-fluoro-1,1-dioxo-7-[5-(1,1,2,2,2-pentafluoroethyl)-1,2,4-oxadiazol-3-yl]-2,3-dihydro-1λ6,5-benzothiazepin-4-one N[C@H]1CS(C2=C(N(C1=O)CC1=CC=C(C=C1)Cl)C=C(C(=C2)F)C2=NOC(=N2)C(C(F)(F)F)(F)F)(=O)=O